C(C=C)(=O)N.C(C=C)(=O)N.C(C=C)(=O)O acrylic acid-diacrylamide